6-methyl-N-(1-methylcyclopropyl)-5-[2-(propan-2-yl)-5h,6h,7h,8h-pyrido[3,4-d]pyrimidine-7-carbonyl]furo[2,3-d]pyrimidin-4-amine CC1=C(C2=C(N=CN=C2NC2(CC2)C)O1)C(=O)N1CC=2N=C(N=CC2CC1)C(C)C